COC1=CC=C(C=N1)C=1OC=C(N1)C(=O)NC=1C=C2C(=NC1N1CCCCC1)N=C(S2)N2CCOCC2 2-(6-methoxypyridin-3-yl)-N-(2-morpholinyl-5-(piperidin-1-yl)thiazolo[4,5-b]pyridin-6-yl)oxazole-4-carboxamide